CO[C@@]1(COCC1)C1=CC(=CC(=N1)N1C=C(C=2C=NC(=CC21)NC(=O)N)C)OCC2COC2 (R)-1-(1-(6-(3-Methoxytetrahydrofuran-3-yl)-4-(oxetan-3-ylmethoxy)pyridine-2-yl)-3-methyl-1H-pyrrolo[3,2-c]pyridine-6-yl)urea